4-((4-bromo-3-fluorobenzyl)oxy)-1-methylpiperidine BrC1=C(C=C(COC2CCN(CC2)C)C=C1)F